BrC1=CC(=C(C=C1)[C@H](C)NS(=O)C(C)(C)C)OC N-[(1S)-1-(4-bromo-2-methoxy-phenyl)ethyl]-2-methyl-propane-2-sulfinamide